CC1=C2C=CNC2=CC=C1 4-methylindol